4-(2,5,6,6-tetramethyl-1-cyclohex-2-enyl)but-3-en-2-one CC=1C(C(C(CC1)C)(C)C)C=CC(C)=O